(4-(((2-(trimethylsilyl)ethoxy)methoxy)methyl)thiazol-2-yl)methanol C[Si](CCOCOCC=1N=C(SC1)CO)(C)C